3'-ethoxybiphenyl-3-amine C(C)OC=1C=C(C=CC1)C1=CC(=CC=C1)N